methyl 1-ethyl-4-methylpiperazine-2-carboxylate C(C)N1C(CN(CC1)C)C(=O)OC